hexadecyloxyacetophenone C(CCCCCCCCCCCCCCC)OCC(=O)C1=CC=CC=C1